((4'-isopropyl-[1,1'-biphenyl]-3-yl)oxy)-1H-1,2,3-triazole-4-carboxylic acid C(C)(C)C1=CC=C(C=C1)C1=CC(=CC=C1)ON1N=NC(=C1)C(=O)O